7-amino-6-(3-hydroxy-2,6-dimethylphenyl)-2-(2-methoxyethoxy)-3-methyl-5-oxo-5,6-dihydro-1,6-naphthyridine-8-carboxamide NC=1N(C(C=2C=C(C(=NC2C1C(=O)N)OCCOC)C)=O)C1=C(C(=CC=C1C)O)C